ClC=1C(=NC=CN1)NC(CO)C 2-((3-Chloropyrazin-2-yl)amino)propan-1-ol